NC=1C=CC(=C(C1)C1=CC2=C(N=C(N=C2)NC)N=C1C)C 6-(5-amino-2-methylphenyl)-N,7-dimethylpyrido[2,3-d]pyrimidin-2-amine